CN(S(O[C@H]1[C@@H](N(C1=O)C=1C=C2C=3C=CC=CC3C=CC2=C2C=CC=CC12)C1=NC=C(C=C1)F)(=O)=O)C |r| (±)-Trans-N-(chrysen-6-yl)-2-(5-fluoropyridin-2-yl)-4-oxoazetidin-3-yl dimethylsulfamate